NC1=NC=2C=C(C=CC2C=2C1=NN(C2)CCNC(=O)N(C)C)C2=NNC=C2 {2-[4-amino-7-(1H-pyrazol-3-yl)-2H-pyrazolo[3,4-c]quinolin-2-yl]ethyl}-3,3-dimethylurea